2-{[(1S)-1-{6-[4-(4-acryloylpiperazin-1-yl)tetrahydro-2H-pyran-4-yl]pyridin-3-yl}ethyl]amino}-8-(propan-2-yl)pyrido[2,3-d]pyrimidin-7(8H)-one C(C=C)(=O)N1CCN(CC1)C1(CCOCC1)C1=CC=C(C=N1)[C@H](C)NC=1N=CC2=C(N1)N(C(C=C2)=O)C(C)C